N[C@]1(CN(CC1)C1=C(C(=C(C=C1)F)CN1CCC(CC1)(F)F)CN1C2=NC=NC(=C2N=C1)N)C(=O)NC1CC1 (R)-3-Amino-1-(2-((6-Amino-9H-purin-9-yl)methyl)-3-((4,4-difluoropiperidin-1-yl)methyl)-4-fluorophenyl)-N-cyclopropylpyrrolidin-3-carboxamid